9,9-bis(4-(2-hydroxyethoxy)-3-phenylphenyl)-4,5-dinaphthyl-fluorene OCCOC1=C(C=C(C=C1)C1(C2=CC=CC(=C2C=2C(=CC=CC12)C1=CC=CC2=CC=CC=C12)C1=CC=CC2=CC=CC=C12)C1=CC(=C(C=C1)OCCO)C1=CC=CC=C1)C1=CC=CC=C1